BrC=1C=C2C=C(NC2=CC1)SC 5-bromo-2-(methylthio)-1H-indole